CC1=CC=C(C(=O)O)C=C1.C1(=CC=CC=C1)CCCC(=O)C=1C=C2C(=CNC2=CC1)C1CCN2CCCC2C1 5-(4-phenylbutanoyl)-3-(octahydroindolizin-7-yl)-1H-indole 4-methylbenzoate